C(C)(C)(C)OC(=O)N1CC(=CCC1)C1=NC=CC=C1 5',6'-dihydro-[2,3'-bipyridyl]-1'(2'H)-carboxylic acid tert-butyl ester